NC=1C(=C(C=C2C=C(N=CC12)NC(=O)C1C(C1C)C=1C=NN(C1)CCN1CC(C1)O)C=1C=NC=CC1C)F trans-N-(8-amino-7-fluoro-6-(4-methylpyridin-3-yl)isoquinolin-3-yl)-2-(1-(2-(3-hydroxyazetidin-1-yl)ethyl)-1H-pyrazol-4-yl)-3-methylcyclopropane-1-carboxamide